ethyl (S)-5-bromo-4-(3-((tert-butoxycarbonyl)amino)-3-methylpyrrolidin-1-yl)-6-methylnicotinate BrC=1C(=NC=C(C(=O)OCC)C1N1C[C@@](CC1)(C)NC(=O)OC(C)(C)C)C